7-fluoro-N-(pyridazin-4-ylmethyl)-9H-pyrido[3,4-b]indole-1-carboxamide FC1=CC=C2C3=C(NC2=C1)C(=NC=C3)C(=O)NCC3=CN=NC=C3